1,2-bis-(3,5-diamino-2,4,6-triazinyl)ethane NC=1N=C(N=C(N1)N)CCC1=NC(=NC(=N1)N)N